F[C@H]1C[C@H](N(C1)C(CN1C[C@H](CC1)NC1=C2C=CC=NC2=C(C=C1)OCC)=O)C#N (2S,4S)-4-fluoro-1-[2-[(3S)-3-[(8-ethoxy-5-quinolinyl)amino]pyrrolidin-1-yl]acetyl]pyrrolidine-2-carbonitrile